(E)-N-(3'-(1-((5-Cyclopropyl-1H-pyrazol-3-yl)amino)-1-oxopropan-2-yl)-2-fluoro-[1,1'-biphenyl]-4-yl)-4-(dimethylamino)but-2-enamid C1(CC1)C1=CC(=NN1)NC(C(C)C=1C=C(C=CC1)C1=C(C=C(C=C1)NC(\C=C\CN(C)C)=O)F)=O